CN(CCC=1C(=CC(N(C1)C(C(=O)O)C(C)C)=O)C(F)(F)F)C (5-(2-(dimethylamino)ethyl)-2-oxo-4-(trifluoromethyl)pyridin-1(2H)-yl)-3-methylbutanoic acid